BrC=1N=C2C(=NC1C)N(C(=C(C2=O)N2[C@H]1CC[C@@H]1N(CC2)C(=O)OC(C)(C)C)CC)CC(=O)O 2-[2-bromo-7-[(1S,6S)-5-tert-butoxycarbonyl-2,5-diazabicyclo[4.2.0]octan-2-yl]-6-ethyl-3-methyl-8-oxo-pyrido[2,3-b]pyrazin-5-yl]acetic acid